(R)-2-(5-((5-(5-ethyl-1,2,4-oxadiazol-3-yl)-2,3-dihydro-1H-inden-1-yl)carbamoyl)-2-oxopyridin-1(2H)-yl)acetic acid C(C)C1=NC(=NO1)C=1C=C2CC[C@H](C2=CC1)NC(=O)C=1C=CC(N(C1)CC(=O)O)=O